(1-Methyl-2-phenyl-1H-imidazo[4,5-b]pyrazin-6-yl)(3-((o-tolyloxy)methyl)piperidin-1-yl)methanone CN1C(=NC=2C1=NC(=CN2)C(=O)N2CC(CCC2)COC2=C(C=CC=C2)C)C2=CC=CC=C2